CN1N=NC2=C1C(=CC=C2)C(=O)[O-] 3-methyl-benzotriazole-4-carboxylate